Trans-4-(4'-fluoro-[1,1'-biphenyl]-3-yl)-N,N-dimethyl-1,2,3,4-tetrahydronaphthalen-2-amine FC1=CC=C(C=C1)C1=CC(=CC=C1)[C@H]1C[C@@H](CC2=CC=CC=C12)N(C)C